CCCCC[C@@H](/C=C/C=C/C/C=C\\CCCC(=O)O)O The molecule is a trienoic fatty acid that consists of (5Z,8E,10E)-heptadeca-5,8,10-trienoic acid bearing an additional 12S-hydroxy substituent. It is a conjugate acid of a 12(S)-HHTrE(1-).